tert-butyl (3R)-3-[(1S)-2-[(4S)-4-benzyl-2-oxo-oxazolidin-3-yl]-1-[(3-chlorosulfonylphenyl)methyl]-2-oxo-ethyl]pyrrolidine-1-carboxylate C(C1=CC=CC=C1)[C@@H]1N(C(OC1)=O)C([C@@H](CC1=CC(=CC=C1)S(=O)(=O)Cl)[C@@H]1CN(CC1)C(=O)OC(C)(C)C)=O